3-(4-hydroxyphenyl)-4-(4-phenoxyphenyl)chroman-7-ol OC1=CC=C(C=C1)C1COC2=CC(=CC=C2C1C1=CC=C(C=C1)OC1=CC=CC=C1)O